NC1=CC=C(C=N1)C#CC1=CC=2[C@@H]3N(N4C(C2C=C1OC(F)F)=CC(C(=C4)C(=O)OCC)=O)C(CC3)(C)C ethyl (R)-12-((6-aminopyridin-3-yl)ethynyl)-11-(difluoromethoxy)-3,3-dimethyl-8-oxo-2,3,8,13b-tetrahydro-1H-pyrido[2,1-a]pyrrolo[1,2-c]phthalazine-7-carboxylate